1-dipalmitylmethyl-(dipalmitylmethyl)hydroxyethylammonium C(CCCCCCCCCCCCCCC)C(C(CO)[NH2+]C(CCCCCCCCCCCCCCCC)CCCCCCCCCCCCCCCC)CCCCCCCCCCCCCCCC